phenyl-furanylmethyl-thiazolidine-2,4-dione C1(=CC=CC=C1)C1C(N(C(S1)=O)CC=1OC=CC1)=O